C1=CC=CC=2C3=CC=CC=C3C(C12)COC(=O)N[C@H](C(=O)O)CN1N=CC2=CC=CC=C12 (2S)-2-{[(9H-fluoren-9-ylmethoxy)carbonyl]amino}-3-(indazol-1-yl)propanoic acid